C(N)(=O)C=1C=C(CN2C(N(CC3=CC=C(C=C23)C(=O)NCC2=C(C=C(C=C2F)F)F)C)=O)C=CC1 1-(3-carbamoylbenzyl)-3-methyl-2-oxo-N-(2,4,6-trifluorobenzyl)-1,2,3,4-tetrahydroquinazoline-7-carboxamide